5-[[2,3-dichloro-6-(prop-2-en-1-yloxy)phenyl](hydroxy)methyl]-1-methyl-1,2-dihydropyridin-2-one ClC1=C(C(=CC=C1Cl)OCC=C)C(C=1C=CC(N(C1)C)=O)O